C(C)(C)(C)C=1C=CC(=NC1)C(=O)N(C)OC 5-(tert-butyl)-N-methoxy-N-methylpyridineamide